(S)-3-(3-chloro-4-fluorophenyl)-1-(1-(6-chloro-4-oxo-3,4-dihydrophthalazin-1-yl)ethyl)-1-isobutylurea ClC=1C=C(C=CC1F)NC(N(CC(C)C)[C@@H](C)C1=NNC(C2=CC(=CC=C12)Cl)=O)=O